5-hydroxypentyl-4-methylbenzenesulfonate OCCCCCOS(=O)(=O)C1=CC=C(C=C1)C